methyl 2-(bromomethyl)-5-[(3-fluoroazetidin-1-yl)methyl]-3-(trifluoromethyl)benzoate BrCC1=C(C(=O)OC)C=C(C=C1C(F)(F)F)CN1CC(C1)F